6-chloro-5-(2,3-dimethylphenyl)-3-(1-methyl-1H-pyrazol-4-yl)-1H-pyrazolo[4,3-b]Pyridine-1-carboxylic acid tert-butyl ester C(C)(C)(C)OC(=O)N1N=C(C2=NC(=C(C=C21)Cl)C2=C(C(=CC=C2)C)C)C=2C=NN(C2)C